C1(CCC1)C1=CC=C(C=C1)NC1CCC(CC1)NC(OC(C)(C)C)=O tert-butyl (4-((4-cyclobutylphenyl)amino)cyclohexyl)carbamate